5-[[2-[(2R,5S)-2-(3-tert-Butyl-4-hydroxy-phenyl)-5-methyl-1-piperidyl]-2-oxo-acetyl]amino]pyridine-3-carboxamide C(C)(C)(C)C=1C=C(C=CC1O)[C@@H]1N(C[C@H](CC1)C)C(C(=O)NC=1C=C(C=NC1)C(=O)N)=O